(E)-4-(2-bromophenyl)but-2-enal BrC1=C(C=CC=C1)C/C=C/C=O